CN1S(C2=C(C=C1C(=O)NC1=NC=CC=C1)C=CS2)(=O)=O 2-methyl-N-(pyridin-2-yl)-2H-thieno[3,2-e][1,2]thiazine-3-carboxamide 1,1-dioxide